C(CCCCC)C(CCCCCCCCCO)CCCCCC 10-hexylhexadecan-1-ol